3-(amino)-3-deuterio-piperidine-2,6-dione NC1(C(NC(CC1)=O)=O)[2H]